[1,8]Naphthyridine-3(4H)-carboxylic acid tert-butyl ester C(C)(C)(C)OC(=O)C1C=NC2=NC=CC=C2C1